ClC=1C=NC=C(C1[C@@H](C)OC=1C=C2C(=NNC2=CC1)C=1C=NC(=NC1)N1C(CCC12CCNCC2)=O)Cl [5-[5-[(1R)-1-(3,5-dichloro-4-pyridinyl)ethoxy]-1H-indazol-3-yl]pyrimidin-2-yl]-1,8-diazaspiro[4.5]decan-2-one